C(C)(C)(C)OC(=O)NC(CCCC)N N-tert-butyloxycarbonyl-pentanediamine